C1(=C(C=CC=C1)CBr)C1=CC=CC=C1 (1,1'-biphenyl-2-yl)methyl bromide